(1R)-1-[5-(4,5-Dimethylisoxazol-3-yl)-1,2,4-oxadiazol-3-yl]-6-azaspiro[2.5]octan-6-sulfonamid CC=1C(=NOC1C)C1=NC(=NO1)[C@@H]1CC12CCN(CC2)S(=O)(=O)N